FC=1C=C(COC=2C=C3CCC(C3=CC2)=O)C=CC1F 5-((3,4-difluorobenzyl)oxy)-2,3-dihydro-1H-inden-1-one